F[C@H]1C[C@H](N(C1)C(CN1CCC(CC1)NC1=C2C(=CN=CC2=CC=C1)C)=O)C#N (2S,4S)-4-fluoro-1-[2-[4-[(4-methyl-5-isoquinolinyl)amino]-1-piperidinyl]acetyl]pyrrolidine-2-carbonitrile